4-(Benzo[c][1,2,5]thiadiazol-5-yl)-2-fluoro-5-methylaniline N=1SN=C2C1C=CC(=C2)C2=CC(=C(N)C=C2C)F